CC1(CCC2=C(CC1)C=C(C=C2)C=2C=C1C(=NC2)NN=C1C1=CC2=C(C(NCCO2)=O)C=C1)N1[C@@H](CCC1)C 8-(5-{7-Methyl-7-[(2R)-2-methylpyrrolidin-1-yl]-6,7,8,9-tetrahydro-5H-benzo[7]annulen-2-yl}-1H-pyrazolo[3,4-b]pyridin-3-yl)-2,3,4,5-tetrahydro-1,4-benzoxazepin-5-one